1,3,5-tris(6-isocyanatohexyl)-1,3,5-triazine N(=C=O)CCCCCCN1CN(CN(C1)CCCCCCN=C=O)CCCCCCN=C=O